CC1=C(C=CC(=C1)Cl)N 4-chloro-o-toluidine